C(#N)C1=C2C[C@H](CNC2=CC=C1)[C@@H](C1=CC=CC=C1)NCCC1=CC(=C(C=C1)CC(=O)O)F 2-(4-(2-(((S)-((R)-5-cyano-1,2,3,4-tetrahydroquinolin-3-yl)(phenyl)methyl)amino)ethyl)-2-fluorophenyl)acetic acid